3-(1-methyl-6-(4-(3-(4-methyl-1-(((R)-1-(2-methyl-3-(trifluoromethyl)phenyl)-ethyl)amino)pyrido[3,4-d]pyridazin-7-yl)benzyl)piperazin-1-yl)-1H-indazol-3-yl)piperidine-2,6-dione CN1N=C(C2=CC=C(C=C12)N1CCN(CC1)CC1=CC(=CC=C1)C1=CC=2C(=C(N=NC2N[C@H](C)C2=C(C(=CC=C2)C(F)(F)F)C)C)C=N1)C1C(NC(CC1)=O)=O